3-acetyl-1-((3,3-difluorocyclobutyl)methyl)-4-methyl-1H-pyrazole-5-carbonitrile C(C)(=O)C1=NN(C(=C1C)C#N)CC1CC(C1)(F)F